CC1=C(C=CC(=C1)C)C1=NC(=NC(=N1)C1=C(C=C(C=C1)C)C)C1=C(C=C(C=C1)OC(COCC(CC)C)CO)O 2-[4,6-bis(2,4-dimethylphenyl)-1,3,5-triazin-2-yl]-5-[1-(hydroxymethyl)-2-(2-methylbutoxy)ethoxy]Phenol